ethyl-2-(2-bromo-5-methoxyphenyl)-1',3',4'-trioxo-3',4'-dihydro-1'H-spiro[cyclopropane-1,2'-naphthalene]-3-carboxylate C(C)OC(=O)C1C(C12C(C1=CC=CC=C1C(C2=O)=O)=O)C2=C(C=CC(=C2)OC)Br